COC=1C=C2CCN(CC2=CC1NC1=NC=C2C(=N1)N(N=C2)C2CCC(CC2)C(=O)OC)C methyl (1s,4s)-4-(6-((6-methoxy-2-methyl-1,2,3,4-tetrahydroisoquinolin-7-yl)amino)-1H-pyrazolo[3,4-d]pyrimidin-1-yl)cyclohexane-1-carboxylate